C(C)(C)(C)OC(NC1=C(C=C(C=C1)C=1SC(=CC1)C(C)=O)N)=O N-[4-(5-acetyl-2-thienyl)-2-amino-phenyl]carbamic acid tert-butyl ester